tert-Butyl 4-(3-(4-(4-oxo-4,5,6,7-tetrahydro-1H-pyrrolo[3,2-c]pyridin-2-yl)pyridin-2-yl)phenyl)piperazine-1-carboxylate O=C1NCCC2=C1C=C(N2)C2=CC(=NC=C2)C=2C=C(C=CC2)N2CCN(CC2)C(=O)OC(C)(C)C